Boric acid calcium [Ca].B(O)(O)O